N(=[N+]=[N-])CC(=O)OC(C)C(C=O)=O 3,4-dioxobutan-2-yl 2-azidoacetate